N-[2(S)-(mercaptomethyl)-3(R)-phenylbutyl]-L-alanine SC[C@H](CN[C@@H](C)C(=O)O)[C@@H](C)C1=CC=CC=C1